NC1=NC(=CC(=C1)C1=NC(=CC(=N1)N=S(=O)(C)C)N1[C@@H](COCC1)C)C1CC1 (R)-((2-(2-amino-6-cyclopropylpyridin-4-yl)-6-(3-methylmorpholino)-pyrimidin-4-yl)imino)-dimethyl-λ6-sulfanone